C(C)(C)(C)NC(CN1CC2(C1)CC(C2)CNC(C2=CC(=CC=C2)Cl)=O)=O N-[[2-[2-(tert-butylamino)-2-oxo-ethyl]-2-azaspiro[3.3]heptan-6-yl]methyl]-3-chloro-benzamide